3-ethoxy-4-ethylcyclobutene-1,2-dione C(C)OC=1C(C(C1CC)=O)=O